O-Acryloyl-L-threonine hydrochloride Cl.C(C=C)(=O)O[C@@H]([C@H](N)C(=O)O)C